Cl.N[C@@H]1C(NC(CC1)=O)=O (S)-3-amino-2,6-piperidinedione hydrochloride